CC1=NC(=CC(=N1)NC1=CC2=C(C=N1)C(NN2C2=CC(=CC=C2)OC)=O)C 6-((2,6-dimethylpyrimidin-4-yl)amino)-1-(3-methoxyphenyl)-1,2-dihydro-3H-pyrazolo[4,3-c]pyridin-3-one